C(C)(C)(C)OC(=O)N[C@H](C(=O)N1[C@@H](CCC1)C(=O)OC)CC1=CN=CN1 methyl (2S)-1-[(2S)-2-(tert-butoxycarbonylamino)-3-(1H-imidazol-5-yl)propanoyl]pyrrolidine-2-carboxylate